FC1C(C(C(C1F)F)F)F pentafluorocyclopentane